Cl.N1CC2(C3=CC(=CC=C13)NS(=O)(=O)CCO)CCC1(CC2)CC1 N-{1'',2''-dihydrodispiro[cyclopropane-1,1'-cyclohexane-4',3''-indol]-5''-yl}-2-hydroxyethane-1-sulfonylamine hydrochloride